5-[3-[[(1R)-1-[2-(4,4-dimethyl-1-piperidyl)-3,6-dimethyl-4-oxo-chromen-8-yl]ethyl]amino]-2-pyridyl]-3-fluoro-2-hydroxy-benzaldehyde CC1(CCN(CC1)C=1OC2=C(C=C(C=C2C(C1C)=O)C)[C@@H](C)NC=1C(=NC=CC1)C=1C=C(C(=C(C=O)C1)O)F)C